tert-Butyl 4-chloro-2-cyclopropyl-5,6-dihydropyrido[3,4-d]pyrimidine-7(8H)-carboxylate ClC=1C2=C(N=C(N1)C1CC1)CN(CC2)C(=O)OC(C)(C)C